NC1=NC(=C(C(=N1)CCC(=O)O)CC1=C(C=CC=C1)OC)N[C@H](CCO)CCCC (S)-3-(2-amino-6-((1-hydroxyheptan-3-yl)amino)-5-(2-methoxybenzyl)-pyrimidin-4-yl)propanoic acid